C(#N)C1=CC=2N(N=C1)C(=CC2)C2=CC(=C(C=N2)C2=NN=C(S2)C2C1CC(C(C2)C1)NC(C)=O)NC(C)C N-(5-(5-(6-(3-cyanopyrrolo[1,2-b]pyridazin-7-yl)-4-(isopropylamino)pyridin-3-yl)-1,3,4-thiadiazol-2-yl)bicyclo[2.2.1]hept-2-yl)acetamide